[Ge]=[Se] germanium selenide